N-((6-(3-(4-chlorobenzyl)ureido)spiro[3.3]heptan-2-yl)methyl)tetrahydro-2H-pyran-4-carboxamide ClC1=CC=C(CNC(NC2CC3(CC(C3)CNC(=O)C3CCOCC3)C2)=O)C=C1